COC=1C=C(C=CC1OC)C=1NC2=CC=C(C=C2C1C(C)C)C1=NN=C(O1)CN1CC(NCC1)=O 4-((5-(2-(3,4-dimethoxyphenyl)-3-isopropyl-1H-indol-5-yl)-1,3,4-oxadiazol-2-yl)methyl)piperazin-2-one